FC1=C(CNCCC2=C(C=C(C(=C2)OC)I)OC)C=CC=C1 N-(2-fluorobenzyl)-1-(2,5-dimethoxy-4-iodophenyl)-2-aminoethane